2-[4-[(2-hydroxy-3-(2-ethyl-hexyloxy)propyl)oxy]-2-hydroxy-phenyl]-4,6-bis(2,4-dimethylphenyl)-1,3,5-triazine OC(COC1=CC(=C(C=C1)C1=NC(=NC(=N1)C1=C(C=C(C=C1)C)C)C1=C(C=C(C=C1)C)C)O)COCC(CCCC)CC